5-[2-(3-methoxyphenyl)pyrrolidine-1-carbonyl]-6-methyl-N-(1-methylcyclopropyl)furo[2,3-d]pyrimidin-4-amine COC=1C=C(C=CC1)C1N(CCC1)C(=O)C1=C(OC=2N=CN=C(C21)NC2(CC2)C)C